C1(CC1)CN1C(=CC=2C=CC=3CCN(C3C21)C(=O)[O-])C(NC2=C(C(=CC(=C2)C(=O)OC)F)NC)=O 1-(cyclopropylmethyl)-2-[[3-fluoro-5-methoxycarbonyl-2-(methylamino) phenyl] carbamoyl]-6,7-dihydropyrrolo[3,2-g]indole-8-carboxylate